NC1=NC(=C2NC=NC2=N1)N(C)C 2-amino-6-(N,N-dimethylamino)purin